O(C)C1=C2C(C=C(OC2=CC(=C1OC)OC)C1=CC(=C(C(=C1)OC)OC)OC)=O 5,6,7,3',4',5'-hexamethoxyl-flavone